BrC=1SC(=C(N1)C)OC1=C(C=C(C=N1)N1N=CN(C1=O)CC1=C(C=CC=C1F)F)F 2-[6-(2-bromo-4-methyl-thiazol-5-yl)oxy-5-fluoro-3-pyridyl]-4-[(2,6-difluorophenyl)methyl]-1,2,4-triazol-3-one